(5,5'-difluoro-2,2'-dimethyl-[1,1'-biphenyl]-3,3'-diyl)bis(4,5,6,7-tetrahydrothiazolo[5,4-c]pyridine-2-carboxamide) FC=1C=C(C(=C(C1)C1=C(C(=CC(=C1)F)C1NCCC2=C1SC(=N2)C(=O)N)C)C)C2NCCC1=C2SC(=N1)C(=O)N